(R)-2-(4-((6-(3-(2-ethoxyphenoxy)piperidin-1-yl)pyrazin-2-yl)carbamoyl)piperidin-1-yl)acetic acid ethyl ester C(C)OC(CN1CCC(CC1)C(NC1=NC(=CN=C1)N1C[C@@H](CCC1)OC1=C(C=CC=C1)OCC)=O)=O